BrC1=CC=C(C=C1)NC(=S)NC(C(C)(C)C)=O N-{[(4-bromophenyl)amino]carbonothioyl}-2,2-dimethylpropanamide